((4-methoxybenzyl)imino)(methyl)(2-methyl-6-(5-(trifluoromethyl)-1,2,4-oxadiazol-3-yl)imidazo[1,2-a]pyridin-3-yl)-λ6-sulfanone COC1=CC=C(CN=S(=O)(C2=C(N=C3N2C=C(C=C3)C3=NOC(=N3)C(F)(F)F)C)C)C=C1